COC1=CC=C(C=C1)C(C=1C(=NC=C(C1)Br)O)C1=CC=C(C=C1)OC1=CC=CC=C1 3-((4-methoxyphenyl)(4-phenoxyphenyl)methyl)-5-bromopyridin-2-ol